CC1(C(N(C(N1CC1=C2C(=NC=C1)NC(C2)=O)=O)C2=CC=C(C=C2)S(=O)(=O)C(F)(F)F)=O)C 5,5-dimethyl-1-((2-oxo-2,3-dihydro-1H-pyrrolo[2,3-b]pyridin-4-yl)methyl)-3-(4-((trifluoromethyl)sulfonyl)phenyl)imidazolidine-2,4-dione